OC=1C([C@@H]([C@@H](C1C)C)C)=O Cis-2-hydroxy-3,4,5-trimethyl-2-cyclopenten-1-one